ethyl hexafluoro-i-propyl carbonate C(OCC)(OC(C(F)(F)F)C(F)(F)F)=O